3-(2-chloropyrimidine-4-yl)-1-methylindole ClC1=NC=CC(=N1)C1=CN(C2=CC=CC=C12)C